BrC=1C=2CCCC2C(=C2C1CC2)NC(=O)N=[S@](=O)(N)C=2C=NN1C2OC(C1)(C)C (R)-N'-((7-bromo-2,4,5,6-tetrahydro-1H-cyclobuta[f]inden-3-yl)carbamoyl)-2,2-dimethyl-2,3-dihydropyrazolo[5,1-b]oxazole-7-sulfonimidamide